(Z)-1-(6-bromo-3-chloropyrazin-2-yl)-3-hydroxypent-2-en-1-one BrC1=CN=C(C(=N1)C(\C=C(\CC)/O)=O)Cl